C1(CC1)C=1N=C2N(N=C(C=C2[C@H]2[C@@H](C2)C2=CC=C(C=C2)F)C=2C(NC(NC2)=O)=O)C1 5-[2-cyclopropyl-8-[(1R,2R)-2-(4-fluorophenyl)cyclopropyl]imidazo[1,2-b]pyridazin-6-yl]-1H-pyrimidine-2,4-dione